C(CC(C)C)SN S-isopentylsulfenamide